CS(=O)(=O)CC1=CC=C(C=C1)NC=1N=CC2=C(N1)C(N(CC2)C2=C(C1=C(OCCN1)N=C2)C)C N-[4-(methanesulfonylmethyl)phenyl]-8-methyl-7-{8-methyl-1H,2H,3H-pyrido[2,3-b][1,4]oxazin-7-yl}-5H,6H,7H,8H-pyrido[3,4-d]pyrimidin-2-amine